3-CHLORO-5-PROPOXYPHENYLBORONIC ACID ClC=1C=C(C=C(C1)OCCC)B(O)O